ClC=1C=C(C=C2C(=C(C=NC12)C#N)N[C@H](CC)C1=CC=CC=C1)N[C@@H](C=1C(=NC(=CC1)F)C)C=1N=NN(C1F)C1(CC1)C(F)(F)F 8-chloro-6-(((S)-(5-fluoro-1-(1-(trifluoromethyl)cyclopropyl)-1H-1,2,3-triazol-4-yl)(6-fluoro-2-methylpyridin-3-yl)methyl)amino)-4-(((R)-1-phenylpropyl)amino)quinoline-3-carbonitrile